Ethyl (((2-((tert-butoxycarbonyl)amino)ethyl)thio)(ethoxy)phosphoryl)-L-alaninate C(C)(C)(C)OC(=O)NCCSP(=O)(OCC)N[C@@H](C)C(=O)OCC